FC=1C(=CC(=NC1)OC)C(=O)N1[C@@H](CC[C@@H](C1)C1=NOC(=N1)C1=NC=C(C=C1)F)C (5-fluoro-2-methoxypyridin-4-yl){(2R,5S)-5-[5-(5-fluoropyridin-2-yl)-1,2,4-oxadiazol-3-yl]-2-methylpiperidin-1-yl}methanone